N-((4R*,5R*)-3-((R)-1-cyanamidoethyl)-7-ethyl-4-(4-fluorophenyl)-6-oxo-1-phenyl-4,5,6,7-tetrahydro-1H-pyrazolo[3,4-b]pyridine-5-yl)-3-(trifluoromethyl)benzamide N(C#N)[C@H](C)C1=NN(C=2N(C([C@@H]([C@@H](C21)C2=CC=C(C=C2)F)NC(C2=CC(=CC=C2)C(F)(F)F)=O)=O)CC)C2=CC=CC=C2 |o1:11,12|